(6-nitro-7-(((tetrahydro-2H-pyran-4-yl)methyl)amino)-1H-benzo[d]imidazole-4-sulfonyl)benzamide decyl-4-aminobutyrate C(CCCCCCCCC)OC(CCCN)=O.[N+](=O)([O-])C=1C=C(C2=C(NC=N2)C1NCC1CCOCC1)S(=O)(=O)C1=C(C(=O)N)C=CC=C1